3-(1-benzoyloxycyclopropyl)-1H-1,2,4-triazole C(C1=CC=CC=C1)(=O)OC1(CC1)C1=NNC=N1